(R)-2-hydroxypropionate O[C@@H](C(=O)[O-])C